3-(3-methyl-1,2-oxazol-5-yl)benzoic acid CC1=NOC(=C1)C=1C=C(C(=O)O)C=CC1